C(C1=CC=CC=C1)N([C@H](C(=O)C=1N=NN(N1)COCC[Si](C)(C)C)C)CC1=CC=CC=C1 (S)-2-(dibenzylamino)-1-(2-((2-(trimethylsilyl)ethoxy)methyl)-2H-tetrazol-5-yl)propan-1-one